O1CCN(CC1)C=1C=CC=2N(N1)C(=CN2)C2=CC(=NC=C2)N2CCN(CC2)C(C)=O 1-(4-(4-(6-Morpholinoimidazo[1,2-b]pyridazin-3-yl)pyridin-2-yl)piperazin-1-yl)ethan-1-one